3-((4-((3-isopropyl-1H-pyrrolo[3,2-b]pyridin-5-yl)methyl)-2,3,5-trimethylphenoxy)methyl)-1,2,4-oxadiazol-5(4H)-one C(C)(C)C1=CNC=2C1=NC(=CC2)CC2=C(C(=C(OCC1=NOC(N1)=O)C=C2C)C)C